acryloyloxypropyl-dimethyl-phenyl-ammonium chloride [Cl-].C(C=C)(=O)OCCC[N+](C1=CC=CC=C1)(C)C